(2S,4R)-4-methoxy-N-(4-(4-methylthiazol-5-yl)benzyl)pyrrolidine-2-carboxamide CO[C@@H]1C[C@H](NC1)C(=O)NCC1=CC=C(C=C1)C1=C(N=CS1)C